[3-chloro-1-(4,4,4-trifluorobutyl)-4-(trifluoromethyl)indazol-7-yl] trifluoromethanesulfonate FC(S(=O)(=O)OC=1C=CC(=C2C(=NN(C12)CCCC(F)(F)F)Cl)C(F)(F)F)(F)F